C(C)S(=O)(=O)N1CCNCC1 4-(ethylsulfonyl)piperazine